4-(3-((4-((S)-2-(4-chloro-2-fluorophenyl)-2-methylbenzo[d][1,3]dioxol-4-yl)piperidin-1-yl)methyl)-6-(5-(trifluoromethyl)-4H-1,2,4-triazol-3-yl)pyridazin-4-yl)-2-methylmorpholine ClC1=CC(=C(C=C1)[C@@]1(OC2=C(O1)C=CC=C2C2CCN(CC2)CC=2N=NC(=CC2N2CC(OCC2)C)C2=NN=C(N2)C(F)(F)F)C)F